FC1=CC=C(CN2C(C(C(=C2C2=CC=CC=C2)C)(C[Se]CC2=CC=CC=C2)C)=O)C=C1 1-(4-Fluorobenzyl)-3,4-dimethyl-5-phenyl-3-((benzylseleno)methyl)-1H-pyrrol-2(3H)-one